I[As]C1=CC=CC=C1 iodophenylarsenic